ClC1=C(C=2N=C(N=C(C2C=N1)N1C[C@H]2CC[C@@H](C1)N2C(=O)OC(C)(C)C)OCC21CC(CN1CC(C2)=C)=C)F tert-butyl (1R,5S)-3-(7-chloro-2-((2,6-dimethylenetetrahydro-1H-pyrrolizin-7a(5H)-yl)methoxy)-8-fluoropyrido[4,3-d]pyrimidin-4-yl)-3,8-diazabicyclo[3.2.1]octane-8-carboxylate